3-(2-fluoro-5-((6-fluoro-2,3-dihydro-4H-benzo[b][1,4]oxazin-4-yl)methyl)-4-methoxyphenyl)-2,4-dioxo-1H-thieno[3,4-d]pyrimidine-5-carboxylic acid FC1=C(C=C(C(=C1)OC)CN1C2=C(OCC1)C=CC(=C2)F)N2C(NC=1C(C2=O)=C(SC1)C(=O)O)=O